2-bromo-3-(furan-3-yl)-6-methoxy-1H-inden-1-one BrC=1C(C2=CC(=CC=C2C1C1=COC=C1)OC)=O